Cl.C(C1=CC=CC=C1)OC1=C(C=C(C=C1)C#CC(C)NC(=O)N1CCNCC1)Cl N-(4-(4-(benzyl-oxy)-3-chloro-phenyl)but-3-yn-2-yl)piperazine-1-carboxamide hydrochloride